C(#N)C(C)(C)C=1C=CC(=C(C1)S(=O)(=O)NC(=O)C1=CC2=CC=CC(=C2C=C1)N1N=CC=C1)OC N-((5-(2-cyanopropan-2-yl)-2-methoxyphenyl)sulfonyl)-5-(1H-pyrazol-1-yl)-2-naphth-amide